[Zn].[Mg].[Fe] Iron-magnesium-zinc